C(=O)OC1=C(C(=CC=C1Cl)F)C=1N=NC(=C2C1N=CC=C2)N[C@H]2CN(CCC2)C 6-chloro-3-fluoro-2-(5-{[(3R)-1-methylpiperidin-3-yl]amino}pyrido[2,3-d]pyridazin-8-yl)phenol formate